2-Benzyl-3-(4-chlorophenyl)-3-(3-hydroxypropoxy)-2,3-dihydro-isoindol-1-one C(C1=CC=CC=C1)N1C(C2=CC=CC=C2C1(OCCCO)C1=CC=C(C=C1)Cl)=O